(2S,3R)-2,3-dihydroxy-3-(6-(5-(4-(trifluoromethyl)phenyl)-3,4-dihydroisoquinolin-2(1H)-yl)pyridin-2-yl)propanamide O[C@H](C(=O)N)[C@@H](C1=NC(=CC=C1)N1CC2=CC=CC(=C2CC1)C1=CC=C(C=C1)C(F)(F)F)O